2,2,4-trimethyl-8-(6-methyl-7-oxo-6,7-dihydro-1H-pyrrolo[2,3-c]pyridin-4-yl)-6-(methylsulfonyl)-2H-benzo[b][1,4]oxazin-3(4H)-one CC1(C(N(C2=C(O1)C(=CC(=C2)S(=O)(=O)C)C=2C1=C(C(N(C2)C)=O)NC=C1)C)=O)C